C(C)(C)(C)O[C@@H]1C[C@H](NC1)C(=O)O trans-4-tert-Butoxy-L-proline